N1=C(C=CC=C1)C=O pyridine-aldehyde